4-((3-(3-chloro-4-methoxyphenyl)imidazo[1,2-a]pyrazin-8-yl)amino)-N-(2-(piperazin-1-yl)ethyl)benzamide hydrochloride Cl.ClC=1C=C(C=CC1OC)C1=CN=C2N1C=CN=C2NC2=CC=C(C(=O)NCCN1CCNCC1)C=C2